C(#N)C=1C(=NC(=CC1)C(F)(F)F)N1N(C(=C(C1=O)NC(C1=CC=C(C=C1)OC(F)F)=O)C1=C(C=C(C=C1F)OC)F)C N-{2-[3-cyano-6-(trifluoromethyl)pyridin-2-yl]-5-(2,6-difluoro-4-methoxyphenyl)-1-methyl-3-oxo-2,3-dihydro-1H-pyrazol-4-yl}-4-(difluoromethoxy)benzamide